N,N',N'',N'''-Tetraallylbutantetracarboxamid C(C=C)NC(=O)CC(CCC(=O)NCC=C)(C(=O)NCC=C)C(=O)NCC=C